2-[(1-methylnonadecyl)oxy]ethanol CC(CCCCCCCCCCCCCCCCCC)OCCO